N-(6-azidohexyl)naphthalene-1-amine N(=[N+]=[N-])CCCCCCNC1=CC=CC2=CC=CC=C12